(S)-N-((R)-1-(6-(3-cyano-4-fluorophenyl)-2-(methylthio)thiazolo[4,5-b]pyridin-5-yl)-2-(3,5-difluorophenyl)ethyl)-2-methylpropane-2-sulfinamide C(#N)C=1C=C(C=CC1F)C=1C=C2C(=NC1[C@@H](CC1=CC(=CC(=C1)F)F)N[S@@](=O)C(C)(C)C)N=C(S2)SC